Cl.BrC1=CC=C2C(=CCOC2=C1)CN (7-bromo-2H-chromen-4-yl)methylamine, hydrochloride